FC(C(=O)O)(F)F.FC(C(=O)O)(F)F.O1C[C@@H](CCC1)NC1CCNCC1 (R)-N-(tetrahydro-2H-pyran-3-yl)piperidin-4-amine bistrifluoroacetate